NC1=NC(=C2N=CN(C2=N1)CCNC(=O)C1=CC(=NN1CC)C)N(CC)CC N-(2-(2-amino-6-(diethylamino)-9H-purin-9-yl)ethyl)-1-ethyl-3-methyl-1H-pyrazole-5-carboxamide